Cl.FC(C=1N=CC(=NC1)[C@H](C)N)(F)F (S)-1-(5-(trifluoromethyl)pyrazin-2-yl)ethan-1-amine hydrochloride